pentanamine bromide [Br-].C(CCCC)N